C(\C=C/C(=O)[O-])(=O)[O-].C(\C=C/C(=O)O)(=O)[O-].[B+3] boron dimaleate